Racemic-6,8-dichloro-1,2,3,4-tetrahydronaphthalen-2-ol ClC=1C=C2CC[C@H](CC2=C(C1)Cl)O |r|